CC1=CC(=CN=N1)C=1C=CC=2N(C1)C=C(N2)NC(=O)NC2(CC2)C=2C=NC=CC2 1-(6-(6-methylpyridazin-4-yl)imidazo[1,2-a]pyridin-2-yl)-3-(1-(pyridin-3-yl)cyclopropyl)urea